6-tert-butyl-N-[[6-[[1-(6-tert-butyl-2-pyridyl)-3-[(3S)-5,5-dimethylpyrrolidin-3-yl]propyl]amino]-2-pyridyl]sulfonyl]-2-fluoro-pyridine-3-carboxamide C(C)(C)(C)C1=CC=C(C(=N1)F)C(=O)NS(=O)(=O)C1=NC(=CC=C1)NC(CC[C@@H]1CNC(C1)(C)C)C1=NC(=CC=C1)C(C)(C)C